(S)-2-((4-(6-((4-cyano-2-fluorobenzyl)oxy)-5-fluoropyridin-2-yl)piperidin-1-yl) Methyl)-1-(oxetan-2-ylmethyl)-1H-thieno[2,3-d]imidazole-5-carboxylate C(#N)C1=CC(=C(COC2=C(C=CC(=N2)C2CCN(CC2)CC=2N(C3=C(N2)SC(=C3)C(=O)[O-])C[C@H]3OCC3)F)C=C1)F